2-(4-Chlorobenzyl)-2H-indazole-5-carboxylic acid ClC1=CC=C(CN2N=C3C=CC(=CC3=C2)C(=O)O)C=C1